(S)-5-fluoro-4-(5-fluoro-1-(methoxymethyl)-2,3-dihydro-1H-benzo[d]pyrrolo[1,2-a]imidazol-7-yl)-N-(5-(piperazin-1-yl-methyl)pyridin-2-yl)pyrimidin-2-amine FC=1C(=NC(=NC1)NC1=NC=C(C=C1)CN1CCNCC1)C1=CC2=C(N=C3N2[C@@H](CC3)COC)C(=C1)F